ClC1=C(C=C(C=C1)C1=NN(C2=C1C=NC(=C2)C(=O)N2CCOCCC2)CC(F)(F)F)F (3-(4-chloro-3-fluorophenyl)-1-(2,2,2-trifluoroethyl)-1H-pyrazolo[4,3-c]pyridin-6-yl)(1,4-oxazepan-4-yl)methanone